2-(4-bromo-2-chlorophenoxy)-4-methylpyrimidine BrC1=CC(=C(OC2=NC=CC(=N2)C)C=C1)Cl